COC1=C(C=CC(=C1)N1CCC(CC1)N1CCN(CC1)C)NC=1N=C(C2=C(N1)C=CS2)N2N=CCC2C2=CC=CC=C2 N-(2-methoxy-4-(4-(4-methylpiperazin-1-yl)piperidin-1-yl)phenyl)-4-(5-phenyl-4,5-dihydro-1H-pyrazol-1-yl)thieno[3,2-d]pyrimidin-2-amine